7-bromo-N-(3-chloro-4-fluorophenyl)-6-(piperidin-4-oxy)quinazolin-4-amine BrC1=C(C=C2C(=NC=NC2=C1)NC1=CC(=C(C=C1)F)Cl)OC1CCNCC1